SC(CCCC)CCCC 5-mercapto-nonane